ClC1=C(CNC(=O)C2=CC=3C(=NC(=CC3)C=3C=NNC3C)N2)C(=CC=C1)C1(CC1)O N-(2-chloro-6-(1-hydroxycyclopropyl)benzyl)-6-(5-methyl-1H-pyrazol-4-yl)-1H-pyrrolo[2,3-b]pyridine-2-carboxamide